N-(1-cyanopyrrolidin-3-yl)-[1,1'-biphenyl]-2-sulfonamide C(#N)N1CC(CC1)NS(=O)(=O)C=1C(=CC=CC1)C1=CC=CC=C1